N-phenyl-p-aminophenol C1(=CC=CC=C1)NC1=CC=C(C=C1)O